1-(1H-pyrrol-1-yl)cyclopropane N1(C=CC=C1)C1CC1